CC(C)C1=CC=C(C=C1)CNC1=NN2C(NC(=CC2=O)CCC)=N1 2-[(4-propan-2-ylphenyl)methylamino]-5-propyl-4H-[1,2,4]triazolo[1,5-a]pyrimidin-7-one